(R)-N-(1-(4-(ethylsulfonyl)phenyl)-2-hydroxyethyl)-3-methyl-4-(7-methyl-1,1-dioxo-3,4-dihydro-2H-benzo[b][1,4,5]oxathiazin-2-yl)benzamide C(C)S(=O)(=O)C1=CC=C(C=C1)[C@H](CO)NC(C1=CC(=C(C=C1)N1S(C2=C(OC1)C=CC(=C2)C)(=O)=O)C)=O